2-((4S)-8-((17-amino-3,6,9,12,15-pentaoxaheptadecyl)oxy)-6-(4-chlorophenyl)-1-methyl-4H-benzo[f][1,2,4]triazolo[4,3-a][1,4]diazepin-4-yl)-N-ethylacetamide NCCOCCOCCOCCOCCOCCOC=1C=CC2=C(C(=N[C@H](C=3N2C(=NN3)C)CC(=O)NCC)C3=CC=C(C=C3)Cl)C1